COC[C@H]1C[C@H](CCC1)C1=NC2=CC=C(C=C2C=C1)CN1C[C@H](CC1)OC=1C=C2CN(C(C2=CC1)=O)C1C(NC(CC1)=O)=O 3-(5-(((S)-1-((2-((1S,3R)-3-(Methoxymethyl)cyclohexyl)quinolin-6-yl)methyl)pyrrolidin-3-yl)oxy)-1-oxoisoindolin-2-yl)piperidine-2,6-dione